FC(CN1C[C@@H]2[C@H](C1)CC(C2)CCC=2C=C1C(=CNC1=CC2)NC(C)=O)(F)F N-(5-(2-((3aR,5r,6aS)-2-(2,2,2-trifluoroethyl)octahydrocyclopenta[c]pyrrol-5-yl)ethyl)-1H-indol-3-yl)acetamide